(R)-(1,3-dimethyl-azetidin-3-yl)-{5-[5-(3-hydroxymethyl-bicyclo[1.1.1]pent-1-yl)-1-isopropyl-1H-[1,2,4]triazol-3-yl]-pyridin-3-yl}-(4-isopropyl-phenyl)-methanol CN1CC(C1)(C)[C@](O)(C1=CC=C(C=C1)C(C)C)C=1C=NC=C(C1)C1=NN(C(=N1)C12CC(C1)(C2)CO)C(C)C